(S)-4-(2-hydroxypropan-2-yl)-5-methyl-N'-((3-methyl-1,2,3,5,6,7-hexahydro-s-indacen-4-yl)carbamoyl)-furan-2-sulfonimidamide OC(C)(C)C=1C=C(OC1C)[S@](=O)(N)=NC(NC1=C2C(CCC2=CC=2CCCC12)C)=O